(2,5-dimethyl-1H-pyrrol-1-yl)-6-(1-methyl-4-(methyl-d3)-1H-pyrazol-5-yl)thiazolo[4,5-c]pyridine CC=1N(C(=CC1)C)C=1SC2=C(C=NC(=C2)C2=C(C=NN2C)C([2H])([2H])[2H])N1